4-(3,5-Dibromophenyl)-9-(2-(methyl-d3)phenyl)-9H-carbazole BrC=1C=C(C=C(C1)Br)C1=CC=CC=2N(C3=CC=CC=C3C12)C1=C(C=CC=C1)C([2H])([2H])[2H]